(S)-(3-aminopyrrolidin-1-yl)(3-methyl-5-(4-((tetrahydro-2H-pyran-4-yloxy)methyl)phenyl)thiophen-2-yl)methanone N[C@@H]1CN(CC1)C(=O)C=1SC(=CC1C)C1=CC=C(C=C1)COC1CCOCC1